BrC1=CC=C(C=C1)S(=O)(=O)N(CC(C)C)C1=CC(=C(C(=O)O)C=C1)O 4-(4-bromo-N-isobutylphenylsulfonamido)-2-hydroxybenzoic acid